di(2-fluorophenyl)methanol benzyl-4-[(1-methylcyclopropyl)amino]piperidine-1-carboxylate C(C1=CC=CC=C1)C1N(CCC(C1)NC1(CC1)C)C(=O)OC(C1=C(C=CC=C1)F)C1=C(C=CC=C1)F